C(N)(=O)N1CCC(CC1)CCC(=O)O 3-(1-carbamoylpiperidin-4-yl)propanoic acid